((S)-cyclobutyl(3-fluoropyridin-2-yl)methyl)-2-(2,6-dioxopiperidin-3-yl)-1-oxoisoindoline-5-carboxamide C1(CCC1)[C@H](C1=NC=CC=C1F)C1N(C(C2=CC=C(C=C12)C(=O)N)=O)C1C(NC(CC1)=O)=O